6-(4-(4-(((3-(2,6-dioxopiperidin-3-yl)-4-oxo-3,4-dihydrobenzo[d][1,2,3]triazin-5-yl)amino)methyl)benzyl)-3,3-dimethylpiperazin-1-yl)nicotinonitrile O=C1NC(CCC1N1N=NC2=C(C1=O)C(=CC=C2)NCC2=CC=C(CN1C(CN(CC1)C1=NC=C(C#N)C=C1)(C)C)C=C2)=O